5-formylfuran-2-carboxylic acid C(=O)C1=CC=C(O1)C(=O)O